2,2-azobis(2-methylpropionamidine) dihydrochloride CC(C)(C(=N)N)N=NC(C)(C)C(=N)N.Cl.Cl